methylthioamid CS[NH-]